OCCNC(=O)C=1C=C2C(N(C(C2=CC1)=O)C1=C(C(=CC=C1)C1=CC2=C(OCCO2)C=C1)C#N)=O N-(2-hydroxyethyl)-2-(2-cyano-3-(2,3-dihydrobenzo[b][1,4]dioxin-6-yl)phenyl)-1,3-dioxoisoindole-5-carboxamide